CC1(OC2=C(C1)C=C(C(=C2)N2CC1(CCOC1)CC2)NC(=O)C=2C=NN1C2N=CC=C1)C N-[2,2-dimethyl-6-(2-oxa-7-azaspiro[4.4]nonan-7-yl)-3H-benzofuran-5-yl]pyrazolo[1,5-a]pyrimidine-3-carboxamide